3-isopropyl-5-(4-(1-((5-(isoxazol-4-yl)thiazolo[5,4-b]pyridin-2-yl)oxy)ethyl)piperidin-1-yl)-1,2,4-oxadiazole C(C)(C)C1=NOC(=N1)N1CCC(CC1)C(C)OC=1SC2=NC(=CC=C2N1)C=1C=NOC1